5-bromo-2-(methoxymethyl)pyridine BrC=1C=CC(=NC1)COC